O[C@@H](CNC(CC1CCC(CC1)NC(C)=O)(C)C)C=1C(=NC=CC1)C N-[(1R,4r)-4-{2-[(R)-2-hydroxy-2-(2-methyl-3-pyridyl)ethylamino]-2-methylpropyl}cyclohexyl]acetamide